5-(4-((1-(4-(1,2-bis(4-hydroxyphenyl)but-1-en-1-yl)phenyl)piperidin-4-yl)methyl)-2,6-dimethylpiperazin-1-yl)-2-(2,6-dioxopiperidin-3-yl)-6-fluoroisoindoline-1,3-dione OC1=CC=C(C=C1)C(=C(CC)C1=CC=C(C=C1)O)C1=CC=C(C=C1)N1CCC(CC1)CN1CC(N(C(C1)C)C=1C=C2C(N(C(C2=CC1F)=O)C1C(NC(CC1)=O)=O)=O)C